Cl.O1CC(C1)[C@@H](C)N |r| (+/-)-1-(oxetan-3-yl)ethan-1-amine hydrogen chloride